1-(6-methylpyridin-2-yl)-1H-pyrazole-3-carboxyamide CC1=CC=CC(=N1)N1N=C(C=C1)CC(=O)N